N-[1-[1-(2,6-dibenzyloxy-3-pyridinyl)-3-methyl-2-oxo-benzimidazol-5-yl]-4-piperidinyl]-N-methyl-carbamic acid tert-butyl ester C(C)(C)(C)OC(N(C)C1CCN(CC1)C1=CC2=C(N(C(N2C)=O)C=2C(=NC(=CC2)OCC2=CC=CC=C2)OCC2=CC=CC=C2)C=C1)=O